C1=C(C=CC=C1)S(=O)(=O)N 2-benzenesulfonamide